FC=1C=C(C(=O)NC)C=C(C1)CN1C(C2=CC=C(C=C2C=C1)C=1C=NNC1C(F)(F)F)=O 3-Fluoro-N-methyl-5-((1-oxo-6-(5-(trifluoromethyl)-1H-pyrazol-4-yl)isoquinolin-2(1H)-yl)methyl)benzamide